C(C1CO1)OCCC[Si](OCC)(OCC)C 3-glycidoxypropyl-methyldiethoxysilane